1-methyl-4-prop-2-yl-cyclohex-1,3-diene CC1=CC=C(CC1)C(C)C